Br.BrC1=CC2=C([N+](=CN=[N+]2[O-])[O-])C=C1 7-bromo-benzo[e][1,2,4]triazine-1,4-dioxide hydrobromic acid Salt